beta-fluoroaspartamide FC([C@H](N)C(=O)N)C(=O)N